COC1=C(C(=NC=C1)N)[N+](=O)[O-] 4-Methoxy-3-nitropyridin-2-amine